2-(cyclobutylmethyl)-N-methyl-N-phenyl-1,2,3,4-tetrahydroisoquinolin-7-amine hydrochloride Cl.C1(CCC1)CN1CC2=CC(=CC=C2CC1)N(C1=CC=CC=C1)C